2,2,2-trichloroethyl ((5-chloro-6-((5-methylisoxazol-3-yl)methoxy)-1H-indol-2-yl)methyl)carbamate ClC=1C=C2C=C(NC2=CC1OCC1=NOC(=C1)C)CNC(OCC(Cl)(Cl)Cl)=O